tert-Butyl 2-(4-(2-amino-2-oxoethyl)phenoxy)-2-methylpropanoate NC(CC1=CC=C(OC(C(=O)OC(C)(C)C)(C)C)C=C1)=O